FC(OC=1C=C(C=C2NC(C(=NC12)C)=O)CN1CCN(CC1)C=1C=CC(=NC1F)C(=O)NC)F 5-(4-((8-(difluoromethoxy)-2-methyl-3-oxo-3,4-dihydroquinoxalin-6-yl)methyl)piperazin-1-yl)-6-fluoro-N-methylpyridineamide